(3,4-dichloro-2-methylphenyl)boronic acid ClC=1C(=C(C=CC1Cl)B(O)O)C